N-[(2E)-3-[4-(dimethylamino)benzenesulfonyl]prop-2-en-1-yl]-2-oxo-1,2,5,6,7,8-hexahydroquinoline-3-carboxamide CN(C1=CC=C(C=C1)S(=O)(=O)/C=C/CNC(=O)C=1C(NC=2CCCCC2C1)=O)C